1-(piperidin-1-ylsulfonyl)-1H-indol N1(CCCCC1)S(=O)(=O)N1C=CC2=CC=CC=C12